[Cl-].C(C)(C)C1=C(C(=CC=C1)C(C)C)N1CN(C=C1)C1=C(C=CC=C1C(C)C)C(C)C 1,3-bis(2,6-diisopropylphenyl)imidazole chloride salt